FC(S(=O)(=O)OC1=CC=C2C=3C(=C(N(C(C13)=O)C1=CC=CC=C1)[C@H](C)NC(=O)OC(C)(C)C)CC2)(F)F (S)-3-(1-(tert-butoxycarbonylamino) ethyl)-1-oxo-2-phenyl-1,2,4,5-tetrahydrocyclopenta[de]isoquinolin-8-yl trifluoromethanesulfonate